The molecule is a multi-methyl-branched fatty acyl-CoA(4-) obtained by deprotonation of the phosphate and diphosphate OH groups of 2,6-dimethylheptanoyl-CoA; major species at pH 7.3. It is a multi-methyl-branched fatty acyl-CoA(4-), a saturated fatty acyl-CoA(4-) and a medium-chain fatty acyl-CoA(4-). It is a conjugate base of a 2,6-dimethylheptanoyl-CoA. CC(C)CCCC(C)C(=O)SCCNC(=O)CCNC(=O)[C@@H](C(C)(C)COP(=O)([O-])OP(=O)([O-])OC[C@@H]1[C@H]([C@H]([C@@H](O1)N2C=NC3=C(N=CN=C32)N)O)OP(=O)([O-])[O-])O